Tert-butyl (3-((3aR,4R,6aR)-2,2-dimethyl-6-oxotetrahydro-4H-cyclopenta[d][1,3]dioxol-4-yl)benzyl)carbamate CC1(O[C@H]2[C@@H](O1)C(C[C@@H]2C=2C=C(CNC(OC(C)(C)C)=O)C=CC2)=O)C